Tert-butyl (3S)-3-[[4-[6-acetylsulfanyl-1-(benzenesulfonyl)indol-3-yl]-5-(trifluoromethyl)pyrimidin-2-yl]amino]piperidine-1-carboxylate C(C)(=O)SC1=CC=C2C(=CN(C2=C1)S(=O)(=O)C1=CC=CC=C1)C1=NC(=NC=C1C(F)(F)F)N[C@@H]1CN(CCC1)C(=O)OC(C)(C)C